NC(C)(C)C1=CC=C2C(=N1)N(C(=C2)C2=NC1=C(N2C)C(=CC(=C1)C(=O)OC(C)C)OC)CCCC=C isopropyl 2-(6-(2-aminopropan-2-yl)-1-(pent-4-en-1-yl)-1H-pyrrolo[2,3-b]pyridin-2-yl)-7-methoxy-1-methyl-1H-benzo[d]imidazole-5-carboxylate